CC1=C2C3=C(N(C2=CC=C1)C1=CC=C(C=C1)C(F)(F)F)N=CC(=C3)C(=O)O 5-methyl-9-[4-(trifluoromethyl)phenyl]pyrido[2,3-b]indole-3-carboxylic acid